N-(4-methoxy-2-(4-methylpiperazin-1-yl)-5-((6-(3-(3'-(trifluoromethyl)-[1,1'-biphenyl]-3-yl)isoxazolidin-2-yl)pyrimidin-4-yl)amino)phenyl)acrylamide COC1=CC(=C(C=C1NC1=NC=NC(=C1)N1OCCC1C=1C=C(C=CC1)C1=CC(=CC=C1)C(F)(F)F)NC(C=C)=O)N1CCN(CC1)C